CC1=C([C@@H](CC2=CC(=CC=C12)OCCCC(F)(F)F)C)CN1CC(C1)C(=O)O 1-[[(3R)-1,3-dimethyl-6-(4,4,4-trifluorobutoxy)-3,4-dihydronaphthalen-2-yl]methyl]azetidine-3-carboxylic acid